ClC=1C=CC=C2C=CC=C(C12)C1=NC=C2C3=C(C=NC2=C1F)N(C(C1N3CC(N(C1)CC1=CC=C(C=C1)OC)CN(C)C)=O)C 3-(8-chloronaphthalen-1-yl)-11-((dimethylamino)methyl)-4-fluoro-10-(4-methoxybenzyl)-7-methyl-9,10,11,12-tetrahydro-7H-pyrazino[1',2':4,5]pyrazino[2,3-c][1,6]naphthyridin-8(8aH)-one